1,3,4,5-tetrahydro-2H-pyrido[2,3-e][1,4]diazepin-2-one N1C(CNCC2=C1N=CC=C2)=O